diisopropylcarbonyl-diimidazole C(C)(C)C1=C(N=C(N1)C(=O)C=1NC=CN1)C(C)C